4-(1-(4-((Ethyl(methyl)amino)methyl)-2-(trifluoromethyl)phenyl)-1H-imidazol-4-yl)-N-(1-(methylsulfonyl)piperidin-4-yl)-5-(trifluoromethyl)pyrimidin-2-amine C(C)N(C)CC1=CC(=C(C=C1)N1C=NC(=C1)C1=NC(=NC=C1C(F)(F)F)NC1CCN(CC1)S(=O)(=O)C)C(F)(F)F